1,3-divinyl-1,1,3,3-tetraphenyldisiloxane C(=C)[Si](O[Si](C1=CC=CC=C1)(C1=CC=CC=C1)C=C)(C1=CC=CC=C1)C1=CC=CC=C1